N1=CC=CC2=C(C=CC=C12)SCCC(=O)OCC(CCCC)CC 2-ethylhexyl 3-(quinolin-5-ylthio)propanoate